5-(4-((1-(2-(4-(1,2-bis(4-hydroxyphenyl)but-1-en-1-yl)phenoxy)ethyl)piperidin-4-yl)methyl)piperazin-1-yl)-2-(2,6-dioxopiperidin-3-yl)-6-fluoroisoindoline-1,3-dione OC1=CC=C(C=C1)C(=C(CC)C1=CC=C(C=C1)O)C1=CC=C(OCCN2CCC(CC2)CN2CCN(CC2)C=2C=C3C(N(C(C3=CC2F)=O)C2C(NC(CC2)=O)=O)=O)C=C1